C(C)=C1CC2C3CC4OC4(CC3C1C2)C 11-ethylidene-4-methyl-5-oxatetracyclo[7.2.1.02,8.04,6]dodecane